BrC1=NC=CC(=C1)C=NO (4E)-2-bromopyridine-4-carbaldehyde oxime